phosphaphenol P1(CC=CC=C1)O